6-[1-(1-Cyano-4-piperidyl)-5-methyl-triazol-4-yl]-4-[1-(7-fluoro-4-isoquinolyl)ethoxy]pyrazolo[1,5-a]pyridine-3-carbonitrile C(#N)N1CCC(CC1)N1N=NC(=C1C)C=1C=C(C=2N(C1)N=CC2C#N)OC(C)C2=CN=CC1=CC(=CC=C21)F